N-[3-(2,3-dimethylphenyl)-2-oxobutyl]-N-formyl-formamide CC1=C(C=CC=C1C)C(C(CN(C=O)C=O)=O)C